N1C=CC=2N=CNC(C12)=O 1,6-dihydro-1,4,6-triaza-7-indenone